C(C)(C)(C)N1C[C@H](CCC1)NC=1N=NC(=C(N1)C)C1=C(C=C(C=C1)C(F)(F)F)O 2-[3-[[(3S)-1-tert-Butyl-3-piperidyl]amino]-5-methyl-1,2,4-triazin-6-yl]-5-(trifluoromethyl)phenol